CC1=C(C2=CC=CC=C2C=C1)C(=O)C1=C(C=CC2=CC=CC=C12)C β-methylnaphthylketone